CN(CCC1(C(C=C(C=C1)NC1=NC=C(C(=N1)C1=CNC2=CC=CC(=C12)F)C(F)(F)F)N)NCC)C 1-(2-(dimethylamino)ethyl)-N1-ethyl-N4-(4-(4-fluoro-1H-indol-3-yl)-5-(trifluoromethyl)pyrimidin-2-yl)benzene-1,2,4-triamine